[(1R)-2-[[2-[2-[tert-butyl(dimethyl) silyl] oxyethyl]-4-iodo-5-isopropoxy-pyrazol-3-yl] methyl-isopropyl-amino]-1-methyl-ethyl] methanesulfonate CS(=O)(=O)O[C@@H](CN(C(C)C)CC=1N(N=C(C1I)OC(C)C)CCO[Si](C)(C)C(C)(C)C)C